(2S)-1-((4-nitrophenoxy)(phenoxy)phosphoryl)pyrrolidine-2-carboxylic acid ethyl ester C(C)OC(=O)[C@H]1N(CCC1)P(=O)(OC1=CC=CC=C1)OC1=CC=C(C=C1)[N+](=O)[O-]